CC[C@H](C)[C@@H](C(=O)NCC(=O)N[C@@H](CC1=CC=CC=C1)C(=O)N[C@@H](CCC(=O)O)C(=O)N[C@@H](C(C)C)C(=O)N[C@@H](CCC(=O)N)C(=O)N[C@@H](CCC(=O)O)C(=O)N[C@@H](CCC(=O)O)C(=O)O)NC(=O)[C@H]([C@@H](C)O)NC(=O)[C@H](C)NC(=O)[C@H](CCCCNC(=O)COCC(F)(F)F)NC(=O)[C@H](CC(=O)O)NC(=O)C The molecule is a mimotope of the pyruvate dehydrogenase E2 component (PDC-E2) comprising a (2,2,2-trifluoroethoxy)acetyl group linked to the lipoated PDC-E2 core dodecapeptide (DKATIGFEVQEE) at N-6 of lysine. It has a role as a mimotope. It is a polypeptide and a lipopeptide.